ClC=1C(=C2C(=C(N(C2=CC1)CCC(=O)OC)C(=O)OC)CC)C=1C(=NN(C1C)C)CCl Methyl 5-chloro-4-(3-(chloromethyl)-1,5-dimethyl-1H-pyrazol-4-yl)-1-(3-methoxy-3-oxopropyl)-3-ethyl-1H-indole-2-carboxylate